COC1=C(C=C2CN(C(NC2=C1)=O)C)N1N=C(C=2C=NC(=CC21)C=2C=NN1C2N=CC=C1)C 7-methoxy-3-methyl-6-(3-methyl-6-(pyrazolo[1,5-a]pyrimidin-3-yl)-1H-pyrazolo[4,3-c]pyridin-1-yl)-3,4-dihydroquinazolin-2(1H)-one